methyl (2S,5R)-1-((S)-4-(((benzyloxy)carbonyl)amino)-2-((tert-butoxycarbonyl)amino)butanoyl)-5-formylpyrrolidine-2-carboxylate C(C1=CC=CC=C1)OC(=O)NCC[C@@H](C(=O)N1[C@@H](CC[C@@H]1C=O)C(=O)OC)NC(=O)OC(C)(C)C